6-[[(5-chloro-2-pyridyl)amino]methyl]-2-(3,4-dichlorophenyl)-1-ethyl-4-oxo-pyridine-3-carboxylic acid ClC=1C=CC(=NC1)NCC1=CC(C(=C(N1CC)C1=CC(=C(C=C1)Cl)Cl)C(=O)O)=O